Tert-butyl (2-chlorocyclopent-1-en-1-yl)-2-(methyl(m-tolyl)amino)-2-oxoethylcarbamate ClC1=C(CCC1)N(C(OC(C)(C)C)=O)CC(=O)N(C=1C=C(C=CC1)C)C